4-chloro-6-ethyl-2-(1-fluorocyclopropyl)pyrimidine ClC1=NC(=NC(=C1)CC)C1(CC1)F